FCCN1N=CC2=CC=C(C=C12)C=O 1-(2-fluoroethyl)-1H-indazole-6-carbaldehyde